C(C1=CC=CC=C1)OC=1C2=C(N=C(N1)Cl)C(=C(N=C2)Cl)F (benzyloxy)-2,7-dichloro-8-fluoropyrido[4,3-d]pyrimidine